C1(CC1)S(=O)(=O)N1N=CC(=C1)C1=NC=CC(=N1)C1(NC=C(C(=C1)NCC1CCC(CC1)CNC)C1=NN(C=C1)C(F)F)N 2-(2-(1-(Cyclopropylsulfonyl)-1H-pyrazol-4-yl)pyrimidin-4-yl)-5-(1-(difluoromethyl)-1H-pyrazol-3-yl)-N4-(((1r,4r)-4-((methylamino)methyl)cyclohexyl)methyl)pyridine-2,4-diamine